BrC=1C2=C(C(=NC1C)N1CCC(CC1)(C)NC(OC(C)(C)C)=O)C=NN2COCC[Si](C)(C)C tert-butyl N-[1-[7-bromo-6-methyl-1-(2-trimethylsilylethoxymethyl) pyrazolo[4,3-c]pyridin-4-yl]-4-methyl-4-piperidyl]carbamate